C(CCCCCCC=CC[C@@](CCCCCCCCCCC)(C(=O)OCC1=CC=CC=C1)C(=O)OC(C)(C)C)C(=O)OCC1=CC=CC=C1 1,11-dibenzyl 11-(tert-butyl) (S)-docos-8-ene-1,11,11-tricarboxylate